6-bromo-3,3-dimethyl-1-(methylsulfonyl)indoline BrC1=CC=C2C(CN(C2=C1)S(=O)(=O)C)(C)C